C(C)(C)(C)OC(=O)N1[C@H](CN(CC1)C1=C2CCN(CC2=CC(=N1)Cl)C(=O)OCC1=CC=CC=C1)CC#N benzyl (S)-5-(4-(tert-butoxycarbonyl)-3-(cyanomethyl) piperazin-1-yl)-7-chloro-3,4-dihydro-2,6-naphthyridine-2(1H)-carboxylate